(S)-N-(4-(4-amino-7-(1-(2-hydroxyethyl)-1H-pyrazol-4-yl)pyrazolo[1,5-a]pyrazin-3-yl)-2-(1-(4-fluorophenyl)ethoxy)phenyl)-1,1-difluoromethane-sulfonamide NC=1C=2N(C(=CN1)C=1C=NN(C1)CCO)N=CC2C2=CC(=C(C=C2)NS(=O)(=O)C(F)F)O[C@@H](C)C2=CC=C(C=C2)F